C(#N)C=1N=C(OC1)C=1N=CSC1 4-(4-cyanooxazol-2-yl)thiazol